C1=NC=CC=2C3=NC=CC=C3NC12 2,5-diazacarbazole